2-METHYL-ISOBORNEOL CC1(C2CCC1(C(C2)(C)O)C)C